C(C1=CC=CC=C1)(=O)[C@](N)(CCCNC(N)=N)C(=O)O |r| α-benzoyl-DL-arginine